C(C)(C)(C)OC(=O)[C@@]12CCCN2[C@H]([C@H](C1)CO)CCO.C(C)N(CCNC(=O)C1=CC=C(C=C1)N=NN(C1CCCCC1)C)CC 4-(N-(2-(diethylamino)ethyl)carbamoyl)phenyl-3-methyl-3-cyclohexyltriazene tert-butyl-(2S,3S,7aR)-3-(2-hydroxyethyl)-2-(hydroxymethyl)tetrahydro-1H-pyrrolizine-7a(5H)-carboxylate